N-methyl-6-amino-5-(2,3,5-trichlorophenyl)pyridine-2-carboxamide CNC(=O)C1=NC(=C(C=C1)C1=C(C(=CC(=C1)Cl)Cl)Cl)N